2',3'-dihydrospiro[cyclobutane-1,1'-indene] C12(CCC3=CC=CC=C13)CCC2